phenyl ((7-(diethylamino)-2-oxo-2H-benzofuran-4-yl) methyl) carbonate C(OC1=CC=CC=C1)(OCC1=CC=C(C2=C1CC(O2)=O)N(CC)CC)=O